(E)-4-((2,6-Dichlorophenyl)diazenyl)-1,3,5-trimethyl-1H-pyrazole ClC1=C(C(=CC=C1)Cl)/N=N/C=1C(=NN(C1C)C)C